N-(5-cyano-4-((2-((trifluoromethyl)thio)ethyl)amino)pyridin-2-yl)-7-formyl-6-((4-methyl-2-oxopiperazin-1-yl)methyl)-3,4-dihydro-1,8-naphthyridine-1(2H)-carboxamide C(#N)C=1C(=CC(=NC1)NC(=O)N1CCCC2=CC(=C(N=C12)C=O)CN1C(CN(CC1)C)=O)NCCSC(F)(F)F